3-(6-O-isopropoxycarbonyl-β-D-glucopyranosyloxy)-1-isopropyl-5-methyl-4-[(4-methyl-thiophenyl)methyl]pyrazole C(C)(C)OC(=O)OC[C@@H]1[C@H]([C@@H]([C@H]([C@@H](O1)OC1=NN(C(=C1CC=1SC=C(C1)C)C)C(C)C)O)O)O